1-METHYLPIPERIDINE-4-CARBALDEHYDE CN1CCC(CC1)C=O